ClC1=NN2C(N=CC3=C2C(C[C@H]3C(=O)NC=3C=NC(=C(C3)Cl)N3N=CC(=N3)[C@H](C)O)(C)C)=C1 (R)-2-chloro-N-(5-chloro-6-(4-((S)-1-hydroxyethyl)-2H-1,2,3-triazol-2-yl)pyridin-3-yl)-8,8-dimethyl-7,8-dihydro-6H-cyclopenta[e]pyrazolo[1,5-a]pyrimidine-6-carboxamide